tert-butyl (2S,4S)-4-(7-bromo-4-(3-(dimethylamino)-3-methylazetidin-1-yl)-6-fluoro-8-methyl-1H-imidazo[4,5-c]quinolin-1-yl)-2-(cyanomethyl)piperidine-1-carboxylate BrC=1C(=CC=2C3=C(C(=NC2C1F)N1CC(C1)(C)N(C)C)N=CN3[C@@H]3C[C@H](N(CC3)C(=O)OC(C)(C)C)CC#N)C